(4-morpholinyl)-2-pyrazinecarboxylic acid N1(CCOCC1)C=1C(=NC=CN1)C(=O)O